4-(2-(Tosyloxy)ethyl)piperidine-1-carboxylic acid tert-butyl ester C(C)(C)(C)OC(=O)N1CCC(CC1)CCOS(=O)(=O)C1=CC=C(C)C=C1